N-(1,3-benzodioxol-4-ylmethyl)-N-[[2-(1-piperidinyl)-4-pyridinyl]methyl]ethanamine O1COC2=C1C=CC=C2CN(CC)CC2=CC(=NC=C2)N2CCCCC2